(R)-N-[5-[2-methyl-5-[(2R)-3,3,3-trifluoro-2-hydroxy-propoxy]-4-pyridyl]pyrazolo[1,5-a]pyridin-2-yl]cyclopropanecarboxamide CC1=NC=C(C(=C1)C1=CC=2N(C=C1)N=C(C2)NC(=O)C2CC2)OC[C@H](C(F)(F)F)O